COC=1C=C(C=CC1OC)CCNC(=O)C=1C2=C(SC1)C=CC=C2 N-(3,4-Dimethoxyphenylethyl)benzo[b]thiophene-3-carboxamide